Phenyl pent-2-ynoate C(C#CCC)(=O)OC1=CC=CC=C1